C(C)OC(=O)C1=C(C2=C(N=CN2C)C(=C1)C1=CC=C(C=C1)OC(F)(F)F)Br 4-bromo-3-methyl-7-[4-(trifluoromethoxy)phenyl]benzimidazole-5-carboxylic acid ethyl ester